2-(6-ethoxy-naphthalen-2-yl)-4,6-bis-trichloromethyl-s-triazine C(C)OC=1C=C2C=CC(=CC2=CC1)C1=NC(=NC(=N1)C(Cl)(Cl)Cl)C(Cl)(Cl)Cl